C(=O)(O)C=1C=C(C=CC1C(=O)O)SC1=CC(=C(C=C1)C(=O)O)C(=O)O bis(3,4-dicarboxyphenyl)thioether